N-[(1S)-1-(5-fluoropyrimidin-2-yl)ethyl]-3-(5-isopropoxy-1H-pyrazol-3-yl)-3H-imidazo[4,5-B]pyridin-5-amine methanesulfonate CS(=O)(=O)O.FC=1C=NC(=NC1)[C@H](C)NC1=CC=C2C(=N1)N(C=N2)C2=NNC(=C2)OC(C)C